NC1=C(C=C(C=C1C)\C=C(\C(=O)OC)/C(=O)OCC1=CC=CC=C1)C (Z)-Methyl 3-(4-amino-3,5-dimethylphenyl)-2-(benzyloxycarbonyl)acrylate